bis-(1,5-cyclooctadiene) platinum (0) [Pt].C1=CCCC=CCC1.C1=CCCC=CCC1